C[Si](CCOCN1C(NC=CC1=O)=O)(C)C 3-((2-(trimethylsilyl)ethoxy)methyl)pyrimidine-2,4(1H,3H)-dione